ethyl N-phenylglycinate C1(=CC=CC=C1)NCC(=O)OCC